FC(C=1C=CC=2N(N1)C(=CN2)C2=CC(=NC=N2)N2C(C(CC(C2)(F)F)CNS(=O)(=O)C)C)F N-((1-(6-(6-(Difluoromethyl)imidazo[1,2-b]pyridazin-3-yl)pyrimidin-4-yl)-5,5-difluoro-2-methylpiperidin-3-yl)methyl)methanesulfonamide